C(C#C)NCC#C bispropargyl-amine